CC=1C(=NC(=C(C(=O)O)C1C)C)N1CC(N(CC1)C(=O)C=1N=C2C(=NC1)N(CC2(C)C)CCC2=CC=C(C=C2)F)(C)C methyl-6-(4-(5-(4-fluorophenylethyl)-7,7-dimethyl-6,7-dihydro-5H-pyrrolo[2,3-b]pyrazine-2-carbonyl)-3,3-dimethylpiperazin-1-yl)-2,4-dimethylnicotinic acid